(2R,5S)-2,5-dimethyloltetrahydrofuran C(O)[C@@H]1O[C@@H](CC1)CO